Cl.Cl.OC(COC=1C=C(C=2N(C1)N=CC2C#N)C=2C=NC(=CC2)N2CCNCC2)(C)C 6-(2-Hydroxy-2-methylpropyloxy)-4-(6-(piperazin-1-yl)pyridin-3-yl)pyrazolo[1,5-a]pyridine-3-carbonitrile dihydrochloride